4-(5-chloro-2-(1H-tetrazol-1-yl)phenyl)-5-fluoropyridin-2(1H)-one ClC=1C=CC(=C(C1)C1=CC(NC=C1F)=O)N1N=NN=C1